(R)-1-(pyridin-4-ylcarbamoyl)-6-azaspiro[2.5]octane-6-carboxylate N1=CC=C(C=C1)NC(=O)[C@@H]1CC12CCN(CC2)C(=O)[O-]